1-(1,2,3,4-tetrahydroisoquinolin-7-yl)dihydropyrimidine-2,4(1H,3H)-dione C1NCCC2=CC=C(C=C12)N1C(NC(CC1)=O)=O